OC(CC(=O)O)(CC(=O)O)C(=O)O.[Na] sodium 2-hydroxypropane-1,2,3-tricarboxylic acid